C(C1=CC=CC=C1)N1C2=CC=C(C=C2SC=2C=C(C=CC12)C(C1=CC=CC=C1)(C)C)C(C1=CC=CC=C1)(C)C 10-benzyl-3,7-bis(α,α-dimethylbenzyl)-10H-phenothiazine